(6S,7S)-7-((difluoromethyl)sulfonamido)-6-((2-fluoro-[1,1'-biphenyl]-3-yl)methyl)-N-(2-fluoroethyl)-5-azaspiro[2.4]heptane-5-carboxamide FC(S(=O)(=O)N[C@@H]1[C@@H](N(CC12CC2)C(=O)NCCF)CC=2C(=C(C=CC2)C2=CC=CC=C2)F)F